COC(C(C=1SC=CC1)(C1=CC=CC=C1)O)=O 2-hydroxy-2-phenyl-2-(thien-2-yl)acetic acid methyl ester